S(=O)(=O)(ON1[C@@H]2CC[C@H](N(C1=O)C2)C(NCCC2CCN(CC2)C)=N)O (2S,5R)-2-(N-(2-(1-Methylpiperidin-4-yl) ethyl) carbamimidoyl)-7-oxo-1,6-diazabicyclo[3.2.1]octan-6-yl hydrogen sulfate